4-piperazinediethanol N1(CCN(CC1)CCO)CCO